(2r,4r)-4-((4-acetyl-6-((1-(tert-butyl)-5-methyl-1H-pyrazol-3-yl)amino)-3-fluoropyridin-2-yl)methyl)-2-methylpiperidine-4-carboxylic acid tert-butyl ester C(C)(C)(C)OC(=O)[C@]1(C[C@H](NCC1)C)CC1=NC(=CC(=C1F)C(C)=O)NC1=NN(C(=C1)C)C(C)(C)C